1-methyl-3-hexylimidazolebissalicylic acid CN1C(N(C(=C1)C=1C=CC=C(C1C(=O)O)O)CCCCCC)C=1C=CC=C(C1C(=O)O)O